The molecule is a quinolone that is 4-oxo-1,4-dihydroquinoline-3-carboxylic acid which is substituted at positions 1, 6, 7 and 8 by cyclopropyl, fluoro, hexahydropyrrolo[3,4-b][1,4]oxazin-6-yl and cyano groups respectively; an antibiotic used for treatment of acute otitis externa (swimmer's ear) caused by the bacteria Pseudomonas aeruginosa and Staphylococcus aureus. It has a role as an antimicrobial agent and an antibacterial drug. It is a quinolone, a monocarboxylic acid, an organofluorine compound, a secondary amino compound, a tertiary amino compound, a nitrile and a member of cyclopropanes. C1CC1N2C=C(C(=O)C3=CC(=C(C(=C32)C#N)N4C[C@H]5[C@H](C4)OCCN5)F)C(=O)O